1,1,3-tris(5-cyclohexyl-4-hydroxy-2-methylphenyl)butane C1(CCCCC1)C=1C(=CC(=C(C1)C(CC(C)C1=C(C=C(C(=C1)C1CCCCC1)O)C)C1=C(C=C(C(=C1)C1CCCCC1)O)C)C)O